C(C=C)N(CCOCCOCCOCCN1N=NC(=C1)CN1CCS(CC1)(=O)=O)CC=C 4-((1-(12-allyl-3,6,9-trioxa-12-aza-pentadec-14-en-1-yl)-1H-1,2,3-triazol-4-yl)methyl)thiomorpholine 1,1-dioxide